(4-(4-((2,4-difluorophenyl)amino)-4-oxobutyl)-1-phenyl-1H-imidazol-2-yl)-3-(1H-pyrazol-4-yl)benzamide FC1=C(C=CC(=C1)F)NC(CCCC=1N=C(N(C1)C1=CC=CC=C1)C1=C(C(=O)N)C=CC=C1C=1C=NNC1)=O